monohydroxyethyl ethoxy terephthalate C(C1=CC=C(C(=O)OOCC)C=C1)(=O)OCCO